7-chloro-10-(4-methoxybenzyl)-5,10-dihydro-11H-dibenzo[b,e][1,4]diazepin-11-one ClC1=CC2=C(N(C(C3=C(N2)C=CC=C3)=O)CC3=CC=C(C=C3)OC)C=C1